CN(CCCOC1=CC=C(C=N1)C1=C(C=C2N=CC=3N(C(N4C(COC1=C2C34)(C)C)=O)C)F)C 7-(6-(3-(dimethylamino)propoxy)pyridin-3-yl)-6-fluoro-2,10,10-trimethyl-9,10-dihydro-8-oxa-2,4,10a-triazanaphtho[2,1,8-cde]azulen-1(2H)-one